C(C1=CC=CC=C1)OC([C@@](N)(CC(C)C)C)=O α-methyl-leucine benzyl ester